C(C(=C)C)(=O)NCCC[N+](CCCCS(=O)(=O)O)(C)C 4-[(3-methacrylamidopropyl)dimethylammonio]butane-1-sulfonic acid